FC=1C(=NC(N(C1)[C@@H]1CS[C@@H](O1)COC(=O)OCCCCCCC)=O)NC(OCCCCCCC)=O heptyl (5-fluoro-1-((2R,5S)-2-((((heptyloxy)carbonyl)oxy)methyl)-1,3-oxathiolan-5-yl)-2-oxo-1,2-dihydropyrimidin-4-yl)carbamate